ClC=1C=C(C(=O)NC)C=CC1C=1N(C2=NC=NC(=C2N1)OC1(CC1)C)CC1=NC=CC(=C1)C 3-chloro-N-methyl-4-(6-(1-methylcyclopropoxy)-9-((4-methylpyridin-2-yl)methyl)-9H-purin-8-yl)benzamide